1-(3-(2'-((4-methoxybenzyl)amino)-7'-oxo-5'H-spiro[cyclopropane-1,8'-pyrido[4,3-d]pyrimidine]-6'(7'H)-yl)-4-methylphenyl)-3-(3-(trifluoromethyl)phenyl)urea COC1=CC=C(CNC=2N=CC3=C(N2)C2(C(N(C3)C=3C=C(C=CC3C)NC(=O)NC3=CC(=CC=C3)C(F)(F)F)=O)CC2)C=C1